(4-methyl-4,5-dihydro-oxazol-2-yl)quinazoline-4,6-diamine CC1N=C(OC1)C1=NC2=CC=C(C=C2C(=N1)N)N